1,3-bis(p-methoxyphenyl)imidazolium tert-butyl-7-chloro-4-(7-fluoroimidazo[1,2-a]pyridin-3-yl)-1-oxoisoindoline-2-carboxylate C(C)(C)(C)OC(=O)N1C(C2=C(C=CC(=C2C1)C1=CN=C2N1C=CC(=C2)F)Cl)=O.COC2=CC=C(C=C2)N2C=[N+](C=C2)C2=CC=C(C=C2)OC